N[C@H](CO)CC (S)-2-aminobutanol